7-(3-Cyclopropoxy-2-methylphenyl)-2-azaspiro[3.5]nonan C1(CC1)OC=1C(=C(C=CC1)C1CCC2(CNC2)CC1)C